6-chloro-4-(6-methoxypyrimidin-4-yl)-1H-indazole ClC1=CC(=C2C=NNC2=C1)C1=NC=NC(=C1)OC